O=C1NC(CCC1NC(=O)C1=CC(=C(C=C1)N1CCN(CC1)CC1CCN(CC1)NC(OC(C)(C)C)=O)F)=O tert-butyl (4-((4-(4-((2,6-dioxopiperidin-3-yl)carbamoyl)-2-fluorophenyl) piperazin-1-yl)methyl)piperidin-1-yl)carbamate